2,5-DIMETHYL-N-[(PYRIDIN-4-YL)METHYL]PYRAZOLO[1,5-A]PYRIMIDIN-7-AMIN CC1=NN2C(N=C(C=C2NCC2=CC=NC=C2)C)=C1